BrC1=CC=C(CNC2=CC3=C(OCCO3)C=C2[N+](=O)[O-])C=C1 N-(4-bromobenzyl)-7-nitro-2,3-dihydrobenzo[B][1,4]dioxin-6-amine